ClC1=CC(=C(COC2=NC(=NC=C2F)C2=C(C=C(CC3=NC4=C(N3C[C@H]3OCC3)C=C(C=C4)C(=O)O)C=C2)F)C=C1)F (S)-2-(4-(4-(4-chloro-2-fluorobenzyloxy)-5-fluoropyrimidin-2-yl)-3-fluorobenzyl)-1-(oxetan-2-ylmethyl)-1H-benzo[d]imidazole-6-carboxylic acid